5-(1H-imidazol-1-yl)thieno[2,3-c]pyridine-7-carboxamide N1(C=NC=C1)C=1C=C2C(=C(N1)C(=O)N)SC=C2